COC(C1=CC(C(=O)OC)=CC(=C1)S(=O)(=O)C)=O 5-(Methylsulfonyl)isophthalic acid dimethyl ester